C(C)(C)(C)C1=CC=C(C(=N1)Cl)C(=O)NS(=O)(=O)C=1C=C(C(=O)N(C2=CC=CC=C2)CCC2CC(N(C2)C(=O)OC(C)(C)C)(C)C)C=CC1 tert-Butyl 4-[2-(N-[3-[(6-tert-butyl-2-chloro-pyridine-3-carbonyl)sulfamoyl]benzoyl]anilino)ethyl]-2,2-dimethyl-pyrrolidine-1-carboxylate